2-ethylsulfanyl-8-(1-hydroxyethyl)-6-methyl-benzopyran-4-one C(C)SC=1OC2=C(C(C1)=O)C=C(C=C2C(C)O)C